3-bromo-6-(1-isopropyl-1H-pyrazol-4-yl)pyrazolo[1,5-a]pyridine BrC=1C=NN2C1C=CC(=C2)C=2C=NN(C2)C(C)C